ClCCCC(=O)NC=1C=NC(=NC1)Cl 4-chloro-N-(2-chloropyrimidin-5-yl)butanamide